C(C=C)OCCN1N=C(C2=C1C(N(CC2)CC2(CC2)S(=O)(=O)C2(CC2)C)=O)C(=O)O 1-(2-(Allyloxy)ethyl)-6-((1-((1-methylcyclopropyl)sulfonyl)cyclopropyl)methyl)-7-oxo-4,5,6,7-tetrahydro-1H-pyrazolo[3,4-c]pyridine-3-carboxylic acid